(E)-N-(4-fluoro-3-trifluoromethylphenyl)-2-(hydroxyimino)acetamide FC1=C(C=C(C=C1)NC(/C=N/O)=O)C(F)(F)F